1-(4-(4-((2-fluoro-4-((2-(3-isopropoxy-1H-pyrazol-1-yl)pyridin-4-yl)oxy)phenyl)amino)-7H-pyrrolo[2,3-d]pyrimidin-5-yl)piperidin-1-yl)prop-2-en-1-one FC1=C(C=CC(=C1)OC1=CC(=NC=C1)N1N=C(C=C1)OC(C)C)NC=1C2=C(N=CN1)NC=C2C2CCN(CC2)C(C=C)=O